FC1=C(C=CC=C1)C1=CC(=CN1)CNC N-[5-(2-Fluorophenyl)-1H-pyrrol-3-ylmethyl]-methylamine